1-(2-fluorobenzyl)-1H-indole-2-carboxylic acid FC1=C(CN2C(=CC3=CC=CC=C23)C(=O)O)C=CC=C1